3-[(3-chloro-2-methoxyphenyl)amino]-2-[3-[(2R)-pyrrolidin-2-ylmethoxy]pyridin-4-yl]-1H,5H,6H,7H-pyrrolo[3,2-c]pyridin-4-one ClC=1C(=C(C=CC1)NC1=C(NC2=C1C(NCC2)=O)C2=C(C=NC=C2)OC[C@@H]2NCCC2)OC